(1R,3R)-1-(4-(2-(3-(fluoromethyl)azetidin-1-yl)ethoxy)phenyl)-3-methyl-2-(methylsulfonyl)-2,3,4,9-tetrahydro-1H-pyrido[3,4-b]indole FCC1CN(C1)CCOC1=CC=C(C=C1)[C@H]1N([C@@H](CC2=C1NC1=CC=CC=C21)C)S(=O)(=O)C